C(C=C)(=O)N1C[C@@H](CC1)C1=NN(C=2C(=NNC(C21)=O)N)C2=CC=C(C=C2)OC2=CC(=CC=C2)F (R)-3-(1-acryloylpyrrolidin-3-yl)-7-amino-1-(4-(3-fluorophenoxy)phenyl)-1,5-dihydro-4H-pyrazolo[3,4-d]pyridazin-4-one